1-Fluoro-2-isothiocyanato-3-methyl-5-{2-[4-(4-propylcyclohexyl)-phenyl]ethynyl}benzene FC1=C(C(=CC(=C1)C#CC1=CC=C(C=C1)C1CCC(CC1)CCC)C)N=C=S